FC(COC(=O)N1C[C@@H](N(CC1)C=1C2=C(N=CN1)N(C=C2C2CC2)C2=NC=CC(=C2)C#N)C)(F)F.OC2=C(C=C(C=C2)S(=O)(=O)O)N2N=C1C(=N2)C=CC=C1 2-(2'-hydroxy-5'-sulfophenyl)benzotriazole 2,2,2-Trifluoroethyl-(S)-4-(7-(4-cyanopyridin-2-yl)-5-cyclopropyl-7H-pyrrolo[2,3-d]pyrimidin-4-yl)-3-methylpiperazine-1-carboxylate